Methyl 3-(2-(2-((6-(3-((3-(((4-methyl-5-(pyrimidin-4-yl)-4H-1,2,4-triazol-3-yl)methyl)amino)benzamido)methyl)phenoxy)hexyl)oxy)ethoxy)ethoxy)propanoate CN1C(=NN=C1C1=NC=NC=C1)CNC=1C=C(C(=O)NCC=2C=C(OCCCCCCOCCOCCOCCC(=O)OC)C=CC2)C=CC1